4-(4-(5-(2-oxo-6-azaspiro[3.3]heptane-6-yl)pyrazolo[1,5-a]pyrimidine-3-carboxamido)-tert-butyl 3-(difluoromethyl)-1H-pyrazol-1-yl)piperidine-1-carboxylate O=C1CC2(C1)CN(C2)C2=NC=1N(C=C2)N=CC1C(=O)NC=1C(=NN(C1C(C)(C)C)C1CCN(CC1)C(=O)[O-])C(F)F